C(C)(C)(C)C1C=2C=C(C(NC2C2=C(C1)N1C(=N2)C(=C(C=C1)OC)OC(F)F)=O)C(=O)O 5-(tert-butyl)-11-(difluoromethoxy)-10-methoxy-2-oxo-1,2,5,6-tetrahydropyrido[2',1':2,3]imidazo[4,5-h]quinoline-3-carboxylic acid